ClC=1C(=NC=CC1C(F)(F)F)C(=O)NC=1C=NC(=C(C1)C=1C=NC2=CC(=NC=C2C1)NC)C 3-Chloro-N-(6-methyl-5-(7-(methylamino)-1,6-naphthyridin-3-yl)pyridin-3-yl)-4-(trifluoromethyl)picolinamide